OC1=CC=C(C=C1)C(CC)(C1=CC=C(C=C1)O)C1=CC=C(C=C1)O 1,1,1-tris(4-hydroxyphenyl)-propane